C(#N)CC(=O)NC=1C=CC(=C2C=NNC12)C1=NC(=NC=C1)NC=1C=NN(C1)C 2-cyano-N-(4-(2-((1-methyl-1H-pyrazol-4-yl)amino)pyrimidin-4-yl)-1H-indazole-7-yl)acetamide